CC(CN(CC=O)CC(C)C)C 2-[BIS(2-METHYLPROPYL)AMINO]ACETALDEHYDE